2-(trimethylsilyl)ethyl (1R,5S,6r)-6-[(Z)-chloro(hydroxyimino)methyl]-3-azabicyclo[3.1.0]hexane-3-carboxylate Cl\C(\C1[C@H]2CN(C[C@@H]12)C(=O)OCC[Si](C)(C)C)=N/O